tert-butyl 5-{[2-(6-isopropylpyridin-3-yl) imidazo[1,2-a]pyridin-3-yl] methyl}-2,5-diazabicyclo[2.2.2]octane-2-carboxylate C(C)(C)C1=CC=C(C=N1)C=1N=C2N(C=CC=C2)C1CN1C2CN(C(C1)CC2)C(=O)OC(C)(C)C